BrCC(=O)C1=CC(=CC=C1)Cl alpha-bromo-m-chloroacetophenone